(2R)-1-(2,3-dihydroxypropoxy)-3-(1-methyl-1H-indol-3-yl)-1-oxopropan-2-aminium OC(COC([C@@H](CC1=CN(C2=CC=CC=C12)C)[NH3+])=O)CO